6-Chloro-7-(4-((S)-6,6-dimethylmorpholin-3-yl)phenyl)-3-((4-hydroxy-1-((R)-4,4,4-trifluoro-3-phenylbutanoyl)piperidin-4-yl)methyl)-3,7-dihydro-4H-pyrrolo[2,3-d]pyrimidin-4-one ClC1=CC2=C(N=CN(C2=O)CC2(CCN(CC2)C(C[C@@H](C(F)(F)F)C2=CC=CC=C2)=O)O)N1C1=CC=C(C=C1)[C@@H]1NCC(OC1)(C)C